1-(5-Amino-7-bromo-6-fluoro-1,3-dihydroisobenzofuran-4-yl)ethanone tert-butyl-(S)-3-methyl-1,4-diazepane-1-carboxylate C(C)(C)(C)OC(=O)N1C[C@@H](NCCC1)C.NC=1C(=C2COCC2=C(C1F)Br)C(C)=O